NC(C)(C)C1=CC(=NC(=C1)N1N=CC(=C1)C1CC1)OC1[C@@H]2CN(C[C@H]12)C(=O)C1=C(N=C(S1)C=1OC=CN1)C ((1R,5S,6s)-6-((4-(2-aminopropan-2-yl)-6-(4-cyclopropyl-1H-pyrazol-1-yl)pyridin-2-yl)oxy)-3-azabicyclo[3.1.0]hexan-3-yl)(4-methyl-2-(oxazol-2-yl)thiazol-5-yl)methanone